ClC1=C(C=CC=C1)S(=O)(=O)N1CC(N(CC1)C(=O)C=1SC=CC1)C(=O)NCC1=CC2=CC=CC=C2C=C1 4-[(2-chlorophenyl)sulfonyl]-N-[(naphthalen-2-yl)methyl]-1-(thiophene-2-carbonyl)piperazine-2-carboxamide